Cl.NC(C(=O)O)CC1=CC=C(C=C1)Br 2-amino-3-(4-bromophenyl)propionic acid hydrochloride